C1=2OCCOCCOCCOCCOCCOC2C=C(C=C1)N 2,5,8,11,14,17-hexaoxabicyclo[16.4.0]docosa-1(18),19,21-trien-20-amine